2,5-diisocyanatotetrahydroThiophene N(=C=O)C1SC(CC1)N=C=O